C1=CC=CC=2C3=CC=CC=C3N(C12)C1(CC=C(C=C1)C1=CC=CC=C1)N1C2=CC=CC=C2C=2C=CC=CC12 4,4-bis(N-carbazolyl)-1,1'-biphenyl